C(C1=CC=CC=C1)N(C(C(=O)N)=O)CC=1C=C(C=CC1)N(C(OC(C)(C)C)=O)C tert-butyl N-[3-[[benzyl(oxamoyl)amino]methyl]phenyl]-N-methyl-carbamate